Tert-butyl 4-(3-(4-acetylpiperazin-1-yl)-6-benzyl-4-cyano-5,6,7,8-tetrahydro-2,6-naphthyridin-1-yl)piperazine-1-carboxylate C(C)(=O)N1CCN(CC1)C=1N=C(C=2CCN(CC2C1C#N)CC1=CC=CC=C1)N1CCN(CC1)C(=O)OC(C)(C)C